O[C@@H]1C[C@H](N(C1)C([C@H](C(C)(C)C)NC(CCCCCCCCCCC(=O)O)=O)=O)C(N[C@@H](C)C1=CC=C(C=C1)C1=C(N=CS1)C)=O 12-(((S)-1-((2S,4R)-4-hydroxy-2-(((S)-1-(4-(4-methylthiazol-5-yl)phenyl)ethyl)carbamoyl)pyrrolidin-1-yl)-3,3-dimethyl-1-oxobutan-2-yl)amino)-12-oxododecanoic acid